(4S,6S)-2-Amino-4-(5-((Z)-2-(5-cyanopyridin-2-yl)-2-fluorovinyl)-2-fluorophenyl)-4,6-dimethyl-5,6-dihydro-4H-1,3-thiazin NC=1S[C@H](C[C@@](N1)(C)C1=C(C=CC(=C1)\C=C(/F)\C1=NC=C(C=C1)C#N)F)C